tert-butyl 4-(2-(3,4-dimethoxyphenyl)-1-methyl-1H-benzo[d]imidazol-6-yl)-3,6-dihydropyridine-1(2H)-carboxylate COC=1C=C(C=CC1OC)C1=NC2=C(N1C)C=C(C=C2)C=2CCN(CC2)C(=O)OC(C)(C)C